3-bromo-5-hydroxy-benzonitrile BrC=1C=C(C#N)C=C(C1)O